FC=1C=C(C=CC1F)OC 3,4-difluoroanisole